methyl 2-(5-hydroxy-1-tetrahydropyran-2-yl-indazol-3-yl)pyridine-4-carboxylate OC=1C=C2C(=NN(C2=CC1)C1OCCCC1)C1=NC=CC(=C1)C(=O)OC